3,5,5-trimethyl-1-hexene CC(C=C)CC(C)(C)C